N1N=CC=2N=CN=C(C21)N[C@H](C(=O)O)CCN(CCCCC2=NC=1NCCCC1C=C2)CCOC=2C=NC(=CC2)C (S)-2-((1H-pyrazolo[4,3-d]pyrimidin-7-yl)amino)-4-((2-((6-methylpyridin-3-yl)oxy)ethyl)(4-(5,6,7,8-tetrahydro-1,8-naphthyridin-2-yl)butyl)amino)butanoic acid